C(C)(C)(C)OC(=O)N1C(CCCC1)C1=CC=C2C(=NC=NN21)N (4-aminopyrrolo[2,1-f][1,2,4]triazin-7-yl)piperidine-1-carboxylic acid tert-butyl ester